ClC1=C(C=C(C(=C1)Cl)OC)NC(=S)NC1=CC=C(C=C1)Br 1-(2,4-dichloro-5-methoxyphenyl)-3-(4-bromophenyl)thiourea